O=C1NC(CCC1N1C(C2=CC=CC(=C2C1=O)NCCCCCC(=O)OC(C)(C)C)=O)=O tert-butyl 6-[[2-(2,6-dioxo-3-piperidyl)-1,3-dioxo-isoindolin-4-yl]amino]hexanoate